5-(3-Aminoazetidin-1-yl)-2-methyl-N-(1-(naphthalen-1-yl)cyclopropyl)benzamide NC1CN(C1)C=1C=CC(=C(C(=O)NC2(CC2)C2=CC=CC3=CC=CC=C23)C1)C